ClC=1C=C2C=C(NC2=CC1C1=NC=C(N=C1)OC)CNC(CC1OCC1)=O N-{[5-chloro-6-(5-methoxy-2-pyrazinyl)-2-indolyl]methyl}(2-oxetanyl)acetamide